COCOC=1C(=CC2=CN(N=C2C1C)C)C=1N=CC2=C(N1)N=CC(=C2)N2CC(CC2)N(C(OC(C)(C)C)=O)C tert-butyl N-(1-{2-[6-(methoxymethoxy)-2,7-dimethylindazol-5-yl]pyrido[2,3-d]pyrimidin-6-yl}pyrrolidin-3-yl)-N-methylcarbamate